(3S)-N-[2-chloro-6-(4-isopropylpiperazin-1-yl)phenyl]-3-methyl-3-[4-(trifluoromethyl)phenoxy]pyrrolidine-1-carboxamide ClC1=C(C(=CC=C1)N1CCN(CC1)C(C)C)NC(=O)N1C[C@](CC1)(OC1=CC=C(C=C1)C(F)(F)F)C